(1S,3S,5S)-N-((4-carbamimidoylthiophen-2-yl)methyl)-5-methyl-2-((4-(4-(S-methyl-sulfonimidoyl)phenoxy)benzoyl)glycyl)-2-azabicyclo[3.1.0]hexane-3-carboxamide C(N)(=N)C=1C=C(SC1)CNC(=O)[C@H]1N([C@H]2C[C@]2(C1)C)C(CNC(C1=CC=C(C=C1)OC1=CC=C(C=C1)S(=O)(=N)C)=O)=O